F[P-](F)(F)(F)(F)F.CN(C)C(=[N+]1N=[N+](C2=NC=CC=C21)[O-])N(C)C 1-[Bis(dimethylamino)-methylene]-1H-1,2,3-triazolo[4,5-b]pyridinium 3-oxid hexafluoro-phosphate